C(CCCCCCC\C=C/C\C=C/CCCCC)OC(CCCN(CCCO)CCCCN)=O (9Z,12Z)-octadec-9,12-dien-1-yl-4-((4-aminobutyl)(3-hydroxypropyl)amino)butyrate